Bis(2-dimethylaminoethyl)dimethyl-tin CN(CC[Sn](C)(C)CCN(C)C)C